2-(4-fluorobenzyl)-N-(quinolin-8-yl)but-3-enamide FC1=CC=C(CC(C(=O)NC=2C=CC=C3C=CC=NC23)C=C)C=C1